N-(3-(6-(4-(3-(2-(3,3-difluoroazetidin-1-yl)ethyl)ureido)phenyl)-1H-benzo[d]imidazol-1-yl)phenyl)methanesulfonamide FC1(CN(C1)CCNC(NC1=CC=C(C=C1)C=1C=CC2=C(N(C=N2)C=2C=C(C=CC2)NS(=O)(=O)C)C1)=O)F